C(C)OP(=O)(OCC)[C@H](C1=CC2=C(SC(=C2)C(=O)OCC=C)C=C1)F allyl (R)-5-((diethoxyphosphoryl)fluoromethyl)benzo[b]thiophene-2-carboxylate